7-isopropyl-4,8-dimethyl-7,8-dihydropteridin-6(5H)-one C(C)(C)C1C(NC=2C(=NC=NC2N1C)C)=O